(1S)-4-fluoro-1'-[7-(2-fluorophenyl)-6-methyl-pyrazolo[1,5-a]pyrazin-4-yl]spiro[indan-2,4'-piperidin]-1-amine hydrochloride Cl.FC1=C2CC3(CCN(CC3)C=3C=4N(C(=C(N3)C)C3=C(C=CC=C3)F)N=CC4)[C@@H](C2=CC=C1)N